C(C)OC(=O)C1=CC(=NN1)C(CCBr)C1=CC=CC=C1 3-(3-bromo-1-phenylpropyl)-1H-pyrazole-5-carboxylic acid ethyl ester